[N-](S(=O)(=O)C(F)(F)F)S(=O)(=O)C(F)(F)F.C(C)N(CCCOC)CC N,N-diethyl-2-methoxyethyl-N-methylamine bis(trifluoromethanesulfonyl)imide salt